(1r,2s)-N-(4-(2,6-dimethoxyphenyl)-5-(6-methyl-2-pyridinyl)-4H-1,2,4-triazol-3-yl)-1-hydroxy-1-(5-methyl-2-pyrimidinyl)-2-propanesulfonamide COC1=C(C(=CC=C1)OC)N1C(=NN=C1C1=NC(=CC=C1)C)NS(=O)(=O)[C@H]([C@@H](C1=NC=C(C=N1)C)O)C